CC1OC2([C@H](N1C(C=C)=O)C)CCN(CC2)C(=O)OC(C)(C)C tert-butyl (4R)-2,4-dimethyl-3-(prop-2-enoyl)-1-oxa-3,8-diazaspiro[4.5]decane-8-carboxylate